C(C1=CC=CC=C1)(=O)O\N=C\C1=CC(=C(C=C1)OC)O (E)-3-hydroxy-4-methoxybenzaldehyde O-benzoyl oxime